C(C1=CC=CC=C1)OC1=CC=C(C=N1)C1CN(CCC1(F)F)C(C(=O)NC1=NC=C(C=C1)OCC1CC1)(C)C 2-(3-(6-(benzyloxy)pyridin-3-yl)-4,4-difluoropiperidin-1-yl)-N-(5-(cyclopropylmethoxy)pyridin-2-yl)-2-methylpropanamide